C(=CCCCCCC)N[C@H](C)C(=O)O R-octenylalanine